3-((2-Fluoro-4-(trifluoromethyl)phenyl)amino)pyrazin-2(1H)-one FC1=C(C=CC(=C1)C(F)(F)F)NC=1C(NC=CN1)=O